4-(octahydro-4,7-methylene-5H-inden-5-ylidene)butanal cyclopropane-1-carboxylate C1(CC1)C(=O)O.C1C2C3CCCC3C1CC2=CCCC=O